5-(2,4-difluoropyridin-3-yl)-N-[2,5-difluoro-4-(trifluoromethyl)phenyl]-1H-pyrrole-3-sulfonamide FC1=NC=CC(=C1C1=CC(=CN1)S(=O)(=O)NC1=C(C=C(C(=C1)F)C(F)(F)F)F)F